C(CCCCCC)(=O)OC1=CC=CC=C1 monophenol heptanoate